C(C)N1C2=NC(=NC(=C2N=C1S(=O)C)N1CCOCC1)N1N=C(C(=C1)C1=CC=CC=C1)OC 4-(9-ethyl-2-(3-methoxy-4-phenyl-1H-pyrazol-1-yl)-8-(methylsulfinyl)-9H-purin-6-yl)morpholine